3-(cyclohexyl-(methyl)amino)-1-(4-(2-(7,8-dimethyl-[1,2,4]triazolo[1,5-a]pyridin-6-yl)-3-isopropyl-1H-indol-5-yl)piperidin-1-yl)propan-1-one C1(CCCCC1)N(CCC(=O)N1CCC(CC1)C=1C=C2C(=C(NC2=CC1)C=1C(=C(C=2N(C1)N=CN2)C)C)C(C)C)C